C(C)N=C=NC1(CC1)N(C)C ethyl-(dimethylaminocyclopropyl)carbodiimide